FC(OC=1C=C(CN2C(C=3C=CC=NC3CC2)=O)C=CC1)(F)F 6-(3-(trifluoromethoxy)benzyl)-7,8-dihydro-1,6-naphthyridine-5(6H)-one